(R)-N-ethyl-5-fluoro-2-((5-(2-(1-((2-hydroxyethyl)amino)-4-methylpent-3-yl)-2,6-diazaspiro[3.4]oct-6-yl)-1,2,4-triazin-6-yl)oxy)-N-isopropylbenzamide fumarate C(\C=C\C(=O)O)(=O)O.C(C)N(C(C1=C(C=CC(=C1)F)OC1=C(N=CN=N1)N1CC2(CN(C2)[C@H](CCNCCO)C(C)C)CC1)=O)C(C)C